6-chloro-1-(4-fluoro-2-methylphenyl)-7-methyl-3-(2-methyl-6-oxo-1,6-dihydropyridin-3-yl)-2,3-dihydropyrido[2,3-d]pyrimidin-4(1H)-one ClC1=CC2=C(N(CN(C2=O)C2=C(NC(C=C2)=O)C)C2=C(C=C(C=C2)F)C)N=C1C